C(C1=CC=CC=C1)N1CC(N2C1=C(C(=C(C2=O)F)CC2=CC=CC1=CC=CC=C21)C2=CC(=CC=C2)C(F)(F)F)C(=O)OC Methyl 1-benzyl-6-fluoro-7-(naphthalen-1-ylmethyl)-5-oxo-8-(3-(trifluoromethyl)phenyl)-1,2,3,5-tetrahydroimidazo[1,2-a]pyridine-3-carboxylate